COC=1C(=NC(=NC1)C)C(=O)O 5-Methoxy-2-methylpyrimidine-4-carboxylic acid